2-chloro-N1-(4-chloro-3-(pyridin-2-yl)phenyl)-N-(2-(pyrrolidin-1-yl)ethyl)terephthalamide ClC1=C(C(=O)N(CCN2CCCC2)C2=CC(=C(C=C2)Cl)C2=NC=CC=C2)C=CC(=C1)C(=O)N